N[C@@H](CCCCN)C(=O)[O-].[Mg+2].N[C@@H](CCCCN)C(=O)[O-] magnesium L-lysinate salt